7-[(tert-butyldimethylsilyl)oxy]-8-[5-(5-carboxypentyl)-2,2,3,3,12,12,13,13-octamethyl-4,11-dioxa-7-aza-3,12-disilatetradecan-7-yl]octanoic acid [Si](C)(C)(C(C)(C)C)OC(CCCCCC(=O)O)CN(CC(O[Si](C(C)(C)C)(C)C)CCCCCC(=O)O)CCCO[Si](C(C)(C)C)(C)C